6-(1-methyl-1H-pyrazol-4-yl)-4-(1,4-dioxo-8-azaspiro[4.5]decan-8-yl)pyrazolo[1,5-a]pyridine-3-carbonitrile CN1N=CC(=C1)C=1C=C(C=2N(C1)N=CC2C#N)N2CCC1(C(CCC1=O)=O)CC2